aluminum-silicon-silver [Ag].[Si].[Al]